4-[(4-nitrophenyl)carbamoylamino]butanoic acid [N+](=O)([O-])C1=CC=C(C=C1)NC(=O)NCCCC(=O)O